(4-phenyl-6-(phenylamino)-1,3,5-triazin-2-yl)pivalamide C1(=CC=CC=C1)C1=NC(=NC(=N1)NC1=CC=CC=C1)CC(C(=O)N)(C)C